ClC=1C=CC2=C(N=C(S2)C(=O)NCC=2C=C3CN(C(C3=CC2)=O)C2C(NC(CC2)=O)=O)C1 5-chloro-N-((2-(2,6-dioxopiperidin-3-yl)-1-oxoisoindolin-5-yl)methyl)benzo[d]thiazole-2-carboxamide